(S)-3-(1-acryloylpiperidin-3-yl)-7-amino-1-(4-(3-fluorophenoxy)phenyl)-1,5-dihydro-4H-pyrrolo[2,3-d]pyridazin-4-one C(C=C)(=O)N1C[C@@H](CCC1)C1=CN(C=2C(=NNC(C21)=O)N)C2=CC=C(C=C2)OC2=CC(=CC=C2)F